C(CCCCCCCCCCCCCCCCC)[Si](OCCCC)(CCCCCCCCCCCCCCCCCC)CCCCCCCCCCCCCCCCCC trioctadecylbutoxysilane